di(biphenylyl)[(naphthylmethylcarbazolyl)phenyl]amine C1(=C(C=CC=C1)N(C1=C(C=CC=C1)C1=C(C=CC=2C3=CC=CC=C3NC12)CC1=CC=CC2=CC=CC=C12)C1=C(C=CC=C1)C1=CC=CC=C1)C1=CC=CC=C1